1-(cyclopropylmethyl)-2-methyl-6-[1-(2,2,3,3,3-pentafluoropropyl)-1H-pyrazol-4-yl]-7-(trifluoromethyl)-1H,5H-imidazo[1,2-a]pyrimidin-5-one C1(CC1)CN1C(=CN2C1=NC(=C(C2=O)C=2C=NN(C2)CC(C(F)(F)F)(F)F)C(F)(F)F)C